O1N=C(C=C1)C(=O)N1CCC(CC1)C(=O)N1N=CCC1C1=CC=CC=C1 isoxazol-3-yl(4-(5-phenyl-4,5-dihydro-1H-pyrazole-1-carbonyl)piperidin-1-yl)methanone